[Si](C1=CC=CC=C1)(C1=CC=CC=C1)(C(C)(C)C)OCCCCCCC(C#N)OC 8-((tert-butyldiphenylsilyl)oxy)-2-methoxyoctanenitrile